5-[[2-oxo-2-[(2S,5S)-2-phenyl-5-(2,2,2-trifluoroethyl)-1-piperidyl]Acetyl]amino]pyridine-3-carboxamide O=C(C(=O)NC=1C=C(C=NC1)C(=O)N)N1[C@@H](CC[C@H](C1)CC(F)(F)F)C1=CC=CC=C1